Cl.CN1C(N(C2=C1C=C(C=C2)CCCC2CCNCC2)C2C(NC(CC2)=O)=O)=O 3-[3-methyl-2-oxo-5-[3-(piperidin-4-yl)propyl]-1,3-benzodiazol-1-yl]piperidine-2,6-dione hydrochloride